11,11'-[1,4-phenylene-bis-(methylene)]-bis-1,4,7,11-tetraazacyclotetradecane C1(=CC=C(C=C1)CN1CCCNCCNCCNCCC1)CN1CCCNCCNCCNCCC1